1-(4-methyl-1-piperazinyl)-3-methylenehepta-4,6-diene CN1CCN(CC1)CCC(C=CC=C)=C